Cl[Si](SC(C(C)C)C)(SC(C(C)C)C)Cl dichlorobis(1,2-dimethylpropylthio)silane